N-[4-[(tert-butyldimethylsilyl)oxy]phenyl]-4-(2,4-difluorophenyl)piperazine-1-carboxamide [Si](C)(C)(C(C)(C)C)OC1=CC=C(C=C1)NC(=O)N1CCN(CC1)C1=C(C=C(C=C1)F)F